methyl-N-(1-methyl-3-(pyrrolidin-1-yl)-1H-pyrazol-4-yl)-[2,3'-bipyridine]-6-carboxamide CC=1C(=NC(=CC1)C(=O)NC=1C(=NN(C1)C)N1CCCC1)C=1C=NC=CC1